2-((1H-indazol-4-yl)methyl)-6-(methylcarbamoyl)isonicotinic acid N1N=CC2=C(C=CC=C12)CC=1C=C(C(=O)O)C=C(N1)C(NC)=O